((2-(dimethylphosphoryl)phenyl)amino)-3-((6-methoxy-2-methyl-1,2,3,4-tetrahydroisoquinolin-7-yl)amino)-1,2,4-triazine-6-carboxamide CP(=O)(C)C1=C(C=CC=C1)NC=1N=C(N=NC1C(=O)N)NC1=C(C=C2CCN(CC2=C1)C)OC